C(C)C(CC(=O)CC)=O 1,3-diethyl-1,3-propanedione